triphenylphosphonium bromide 2,2,2-trifluoroacetate FC(C(=O)[O-])(F)F.[Br-].C1(=CC=CC=C1)[PH+](C1=CC=CC=C1)C1=CC=CC=C1.C1(=CC=CC=C1)[PH+](C1=CC=CC=C1)C1=CC=CC=C1